CC1=C(C=C(C=C1)NC(CN1C(CCC1)C)=O)NC(=O)C=1C=C2C(=NC1)NC(=C2)C=2C=NN(C2)C2COCC2 N-(2-methyl-5-(2-(2-methylpyrrolidin-1-yl)acetamido)phenyl)-2-(1-(tetrahydrofuran-3-yl)-1H-pyrazol-4-yl)-1H-pyrrolo[2,3-b]pyridine-5-carboxamide